C12CN(CC(N1)C2)C=2OC1=C(N2)C(=CC=C1C=1SC=CN1)OCC(C)(O)C 1-((2-(3,6-diazabicyclo[3.1.1]heptan-3-yl)-7-(thiazol-2-yl)benzo[d]oxazol-4-yl)oxy)-2-methylpropan-2-ol